ClC1=C(C=CC2=C1C(=NC(C(N2)=S)C)C2=C(C=CC=C2F)F)C(F)(F)F 6-chloro-5-(2,6-difluorophenyl)-3-methyl-7-(trifluoromethyl)-1,3-dihydro-1,4-benzodiazepine-2-Thione